BrC1=CC=C(OC[C@@H]2COC[C@@](O2)(C)C2CC2)C=C1 (2R,6S)-6-((4-bromophenoxy)methyl)-2-cyclopropyl-2-methyl-1,4-dioxan